1-(1-(3-(4-fluorophenyl)-1,2,4-oxadiazol-5-yl)-6-azaspiro[2.5]octan-6-yl)-2-(3-methyl-1,2,4-oxadiazol-5-yl)ethan-1-one FC1=CC=C(C=C1)C1=NOC(=N1)C1CC12CCN(CC2)C(CC2=NC(=NO2)C)=O